(2S,4R)-4-(o-tolylmethoxy)pyrrolidine-2-carboxylic acid C1(=C(C=CC=C1)CO[C@@H]1C[C@H](NC1)C(=O)O)C